1,6-bis(2,3-epoxypropoxy)naphthalene C(C1CO1)OC1=CC=CC2=CC(=CC=C12)OCC1CO1